N-((1s,3s)-3-(6-((3-(4-(2-((2-(2,6-dioxopiperidin-3-yl)-1,3-dioxoisoindolin-5-yl)oxy)acetyl)piperazin-1-yl)benzyl)amino)-9H-purin-9-yl)cyclobutyl)-6-methylpicolinamide O=C1NC(CC[C@@H]1N1C(C2=CC=C(C=C2C1=O)OCC(=O)N1CCN(CC1)C=1C=C(CNC2=C3N=CN(C3=NC=N2)C2CC(C2)NC(C2=NC(=CC=C2)C)=O)C=CC1)=O)=O